ethyl 2-(3-fluoro-2-oxo-5-(2-oxoethyl)pyridin-1(2H)-yl)-3-methylbutanoate FC=1C(N(C=C(C1)CC=O)C(C(=O)OCC)C(C)C)=O